CN1C=CC2=C(C=CC=C12)C1=NC=C(C2=C1CNC2=O)NC2=NC=C(C=C2)N2CCN(CC2)C 4-(1-methyl-1H-indol-4-yl)-7-((5-(4-methylpiperazin-1-yl)pyridin-2-yl)amino)-2,3-dihydro-1H-pyrrolo[3,4-c]pyridin-1-one